1-(2,2-difluoroethyl)-5-methyl-6-(2-(2-methyl-6-(trifluoromethyl)pyrimidin-4-yl)-2,8-diazaspiro[4.5]decan-8-yl)-1,5-dihydro-4H-pyrazolo[3,4-d]pyrimidin-4-one FC(CN1N=CC2=C1N=C(N(C2=O)C)N2CCC1(CCN(C1)C1=NC(=NC(=C1)C(F)(F)F)C)CC2)F